BrC1=CC=C(C=C1)N1CCC2(CNC2)CC1 7-(4-bromophenyl)-2,7-diazaspiro[3.5]nonane